FC=1C=2OCC(N3C=CC(C(=CC1F)C32)=O)C 6,7-difluoro-2-methyl-4-oxa-1-azatricyclo[7.3.1.05,13]tridecan-5(13),6,8,11-tetraen-10-one